1-(2-methyl-7-nitro-1,3-benzoxazol-5-yl)ethyl methanesulfonate CS(=O)(=O)OC(C)C=1C=C(C2=C(N=C(O2)C)C1)[N+](=O)[O-]